N-(4-methoxybenzyl)piperidine-4-carboxamide compound with 2,2,2-trifluoroacetaldehyde FC(C=O)(F)F.COC1=CC=C(CNC(=O)C2CCNCC2)C=C1